4-(chloromethyl)-1-methoxy-2-(trifluoromethyl)benzene ClCC1=CC(=C(C=C1)OC)C(F)(F)F